3-methyl-4-(benzamidomethyl)phenylboronic acid CC=1C=C(C=CC1CNC(C1=CC=CC=C1)=O)B(O)O